NC1=NN2C(N=C(C=C2)N2[C@H](C[C@@H](C2)F)C=2C(N(C=C(C2)F)CCCN2C(C3=CC=CC=C3C2=O)=O)=O)=C1C(=O)OCC ethyl 2-amino-5-((2R,4S)-2-(1-(3-(1,3-dioxoisoindolin-2-yl)propyl)-5-fluoro-2-oxo-1,2-dihydropyridin-3-yl)-4-fluoropyrrolidin-1-yl)pyrazolo[1,5-a]pyrimidine-3-carboxylate